4-(3-Chlorophenyl)-2-(3,4-dichlorobenzyl)imidazole ClC=1C=C(C=CC1)C=1N=C(NC1)CC1=CC(=C(C=C1)Cl)Cl